C(C1=CC=CC=C1)C(C(C)=O)CC1=CC=CC=C1.C(C1=CC=CC=C1)C(C(C)=O)CC1=CC=CC=C1.C(C1=CC=CC=C1)C(C(C)=O)CC1=CC=CC=C1.[Pd] palladium tris(dibenzyl-acetone)